Diethoxyethyl-(3-isocyanatopropyl)silane dodecyl-Acrylate (Lauryl-Acrylate) C(CCCCCCCCCCC)C(C(=O)O)=C.C(CCCCCCCCCCC)OC(C=C)=O.C(C)OC(C[SiH2]CCCN=C=O)OCC